1-((2-(methylamino)pyrimidin-4-yl)methyl)-4-(1-(4-(trifluoromethyl)phenyl)-1H-pyrazolo[3,4-b]pyridin-3-yl)pyridin-2(1H)-one CNC1=NC=CC(=N1)CN1C(C=C(C=C1)C1=NN(C2=NC=CC=C21)C2=CC=C(C=C2)C(F)(F)F)=O